2,5-Dichloronicotinamide ClC1=C(C(=O)N)C=C(C=N1)Cl